C[C@@H]1N(CCC1)CC 2-((2S)-2-methylpyrrolidin-1-yl)ethan